C(CCCCCCCCC)OC(CCCCCCCC(C(CCCCCCCC)OC(CCCCC)=O)OC(CCCCC)=O)=O 9,10-bis-hexanoyloxy-octadecanoic acid decyl ester